3-(tert-Butoxycarbonylamino)-5-(difluoromethyl)-6-[(1R)-1-methylbut-3-enyloxy]pyridine-2-carboxylic acid C(C)(C)(C)OC(=O)NC=1C(=NC(=C(C1)C(F)F)O[C@@H](CC=C)C)C(=O)O